FC=1C=CC(=NC1)OC1=CC(=C(C=C1)OC)[N+](=O)[O-] 5-Fluoro-2-(4-methoxy-3-nitrophenoxy)pyridine